potassium formaldehyde sulfite S(=O)([O-])[O-].C=O.[K+].[K+]